O=C1NC(CCC1N1C(C2=C(C=C(C=C2C1)C(=O)N)C)=O)=O 2-(2,6-dioxopiperidin-3-yl)-7-methyl-1-oxoisoindoline-5-carboxamide